(S)-2-(1-(2-chlorothiazol-4-yl)-1H-pyrazol-4-yl)-N-(3-cyclopropyl-1H-pyrazol-5-yl)propanamide ClC=1SC=C(N1)N1N=CC(=C1)[C@@H](C(=O)NC1=CC(=NN1)C1CC1)C